5-bromopyridine-2-carbonitrile BrC=1C=CC(=NC1)C#N